(1S,2R)-2-(Toluene-4-sulfonyl)-cyclopentanecarboxylic acid (4-chloro-benzyl)-(1,1-difluoro-spiro[2.5]oct-6-yl)-amide ClC1=CC=C(CN(C(=O)[C@H]2[C@@H](CCC2)S(=O)(=O)C2=CC=C(C)C=C2)C2CCC3(CC3(F)F)CC2)C=C1